rac-tert-butyl (3aR,7aS)-octahydro-1H-pyrrolo[3,4-c]pyridine-5-carboxylate C1NC[C@@H]2CN(CC[C@@H]21)C(=O)OC(C)(C)C |r|